3-iodo-5-(methoxymethyl)-1-methyl-1H-pyrazolo[3,4-b]pyridine IC1=NN(C2=NC=C(C=C21)COC)C